[C@@]12(C(=O)C[C@H](CC1)C2(C)C)C (1S,4S)-camphor